FC(C=1C=CC(=NC1)N1N=C(N=C1)NC=1C=CC=NC1)(F)F 5-((1-(5-(trifluoromethyl)pyridin-2-yl)-1H-1,2,4-triazol-3-yl)amino)pyridine